2-[(3-methoxyphenyl)carbamoyl]piperidine-1-carboxylate COC=1C=C(C=CC1)NC(=O)C1N(CCCC1)C(=O)[O-]